succinimidyl [4-(p-maleimidophenyl) butyrate] C1(C=CC(N1C1=CC=C(C=C1)CCCC(=O)ON1C(CCC1=O)=O)=O)=O